C(C)(C)(C)OC(=O)N1C=C(C=2N=CSC21)CC(=O)OCC 6-(2-ethoxy-2-oxoethyl)-4H-pyrrolo[3,2-d]thiazole-4-carboxylic acid tert-butyl ester